C1(CC1)C1=NN(C=C1C1=CC=2C(C=N1)=CN(N2)C2CN(C2)C)[C@@H]2C[C@H](C2)CNC=2C=C1C(N(C(C1=CC2)=O)C2C(NC(CC2)=O)=O)=O 5-(((Trans-3-(3-cyclopropyl-4-(2-(1-methylazetidin-3-yl)-2H-pyrazolo[4,3-c]pyridin-6-yl)-1H-pyrazol-1-yl)cyclobutyl)methyl)amino)-2-(2,6-dioxopiperidin-3-yl)isoindoline-1,3-dione